C(C)(=O)O[C@@H]1[C@@H](CCCC1)C(C)(C)C [(1S,2S)-2-tert-butylcyclohexyl] acetate